6-(2-ethylbutoxy)-4-(6-(4-((6-methoxypyridin-3-yl)methyl)piperazin-1-yl)pyridin-3-yl)pyrazolo[1,5-a]pyridine-3-carbonitrile C(C)C(COC=1C=C(C=2N(C1)N=CC2C#N)C=2C=NC(=CC2)N2CCN(CC2)CC=2C=NC(=CC2)OC)CC